bis(2,6-dichlorobenzoyl)-4-octylphenyl-phosphine oxide ClC1=C(C(=O)P(C2=CC=C(C=C2)CCCCCCCC)(C(C2=C(C=CC=C2Cl)Cl)=O)=O)C(=CC=C1)Cl